9-((2-fluoro-4-phenoxyphenyl)(hydroxy)methyl)-2-(methoxymethyl)-2-methyl-1,2,4,7-Tetrahydro-3H-pyrrolo[3',2':5,6]pyrido[3,4-b]pyrazin-3-one FC1=C(C=CC(=C1)OC1=CC=CC=C1)C(C1=CNC2=C1C1=C(NC(C(N1)(C)COC)=O)C=N2)O